3-[5-(4-aminophenyl)-3-methyl-2-oxo-benzimidazol-1-yl]piperidine-2,6-dione TFA salt OC(=O)C(F)(F)F.NC1=CC=C(C=C1)C1=CC2=C(N(C(N2C)=O)C2C(NC(CC2)=O)=O)C=C1